BrC1=CC=CC(=N1)C1=NC=CC=C1 6-bromo-2,2'-bipyridyl